N-(3-(difluoromethyl)-1-(1-(4-(2,6-dioxopiperidin-3-yl)-2-fluorobenzyl)piperidin-4-yl)-1H-pyrazol-4-yl)-5-morpholinopyrazolo[1,5-a]pyrimidine-3-carboxamide FC(C1=NN(C=C1NC(=O)C=1C=NN2C1N=C(C=C2)N2CCOCC2)C2CCN(CC2)CC2=C(C=C(C=C2)C2C(NC(CC2)=O)=O)F)F